3-cyano-4-hydroxy-5-(2-methyl-1H-benzimidazol-5-yl)benzamide C(#N)C=1C=C(C(=O)N)C=C(C1O)C1=CC2=C(NC(=N2)C)C=C1